ClC1=CC=C(C(=O)NC(C)C=2C=C3C(CCN(C3=CC2)C(C2=CC(=CC=C2)Cl)=O)(F)F)C=C1 4-Chloro-N-(1-(1-(3-chlorobenzoyl)-4,4-difluoro-1,2,3,4-tetrahydrochinolin-6-yl)ethyl)benzamid